C1(CC1)C=1C(=C2C=CN(C2=C(C1)C)C(=O)OC(C)(C)C)CN1[C@H](CC2(CC(C2)(F)F)CC1)C1=CC=C(C=C1)C1(COC1)O |r| racemic-tert-butyl 5-cyclopropyl-4-((2,2-difluoro-6-(4-(3-hydroxyoxetan-3-yl)phenyl)-7-azaspiro[3.5]nonan-7-yl)methyl)-7-methyl-1H-indole-1-carboxylate